OC=1C=C2CCNC(C2=CC1)=O 6-hydroxy-3,4-dihydroisoquinoline-1(2H)-one